C=1(C(=CC(=CC1)C(=O)OCC(CCCC)CC)C(=O)OCC(CCCC)CC)C(=O)OCC(CCCC)CC tris(2-ethylhexyl) benzene-1,2,4-tricarboxylate